OC1=C(C(=CC(=C1)C)C)C1=CC=C(N=N1)N1C[C@H](OCC1)C(=O)NC (2S)-4-[6-(2-hydroxy-4,6-dimethylphenyl)pyridazin-3-yl]-N-methylmorpholine-2-carboxamide